COC(C(C)(C)C1=CC=C(C=C1)CCCCBr)=O 2-(4-(4-bromobutyl)phenyl)-2-methylpropanoic acid methyl ester